1-(1-(4-(1H-pyrazol-4-yl)phenyl)piperidine-4-yl)pyrrolidin-2-one N1N=CC(=C1)C1=CC=C(C=C1)N1CCC(CC1)N1C(CCC1)=O